3-(8-(4-Chlorophenyl)-2-imino-3-methyl-2,3-dihydro-1H-imidazo[4,5-c]quinolin-1-yl)-4-methylbenzamide ClC1=CC=C(C=C1)C1=CC=2C3=C(C=NC2C=C1)N(C(N3C=3C=C(C(=O)N)C=CC3C)=N)C